3-(6-azaspiro[2.5]octan-6-yl)benzenesulfonyl chloride C1CC12CCN(CC2)C=2C=C(C=CC2)S(=O)(=O)Cl